O1C(OCC1)C1CCN(CC1)C1=CC2=C(NC(N2C)=O)C=C1 5-[4-(1,3-Dioxolan-2-yl)-1-piperidinyl]-3-methyl-2-oxo-benzimidazole